cyclooctadiene iridium chloride [Ir](Cl)(Cl)Cl.C1=CC=CCCCC1